O=C1N(CCC(N1)=O)N1C(C2=CC=C(C=C2C1=O)CN1CCN(CC1)C1=NC=CC=N1)=O 2-(2,4-dioxotetrahydropyrimidin-1(2H)-yl)-5-((4-(pyrimidin-2-yl)piperazin-1-yl)methyl)isoindoline-1,3-dione